citraconic acid, anhydride C1(\C(\C)=C/C(=O)O1)=O